6-methoxycyclohex-1-en-1-yl triflate O(S(=O)(=O)C(F)(F)F)C1=CCCCC1OC